C1(CCCC1)N1[C@@H](C(N(C=2C=NC(=NC12)NC1=C(C=C(C(=O)NCCCCCOCCOC2CCNCC2)C=C1)OC)C)=O)CC 4-[[(7R)-8-cyclopentyl-7-ethyl-5-methyl-6-oxo-7H-pteridin-2-yl]amino]-3-methoxy-N-[5-[2-(4-piperidyloxy)ethoxy]pentyl]benzamide